N-(4-(2,6-dimethylmorpholino)-2-methylphenyl)-2-methyl-2H-indazol-5-amine CC1OC(CN(C1)C1=CC(=C(C=C1)NC1=CC2=CN(N=C2C=C1)C)C)C